C(#N)C=1C=C2CN(CC2=CC1)C(CC(=O)OCC)C1=C2C=CNC2=C(C=C1OC)C ethyl 3-(5-cyanoisoindolin-2-yl)-3-(5-methoxy-7-methyl-1H-indol-4-yl)-propanoate